(1S)-1-(4-cyclopropyl-6-(2-methyl-2H-pyrazolo[3,4-b]pyridin-5-yl)thieno[2,3-b]pyridin-2-yl)-1-propanol C1(CC1)C1=C2C(=NC(=C1)C1=CC=3C(N=C1)=NN(C3)C)SC(=C2)[C@H](CC)O